1,6-bis(3,4-dimethoxyphenyl)hexane COC=1C=C(C=CC1OC)CCCCCCC1=CC(=C(C=C1)OC)OC